ClC1=CC(=CC(=N1)N1[C@@H](COCC1)C)CCl (3R)-4-[6-chloro-4-(chloromethyl)pyridin-2-yl]-3-methylmorpholine